methyl butynoate C(C#CC)(=O)OC